(5S)-3-Oxo-2-{[5-(trifluoromethyl)pyridin-2-yl]methyl}-2,3,5,6,7,8-hexahydro[1,2,4]triazolo[4,3-a]pyridine-5-carboxylic acid O=C1N(N=C2N1[C@@H](CCC2)C(=O)O)CC2=NC=C(C=C2)C(F)(F)F